1-(4-(1-(3,3-dimethylbutyl)-6-((5-methylthiazol-2-yl)amino)-1H-pyrrolo[3,2-c]pyridin-4-yl)-3,6-dihydropyridin-1(2H)-yl)prop-2-en-1-one CC(CCN1C=CC=2C(=NC(=CC21)NC=2SC(=CN2)C)C=2CCN(CC2)C(C=C)=O)(C)C